p-cresyl sulphate S(=O)(=O)(OC1=CC=C(C=C1)C)[O-]